ClC1=NC=C(C=N1)/C=C/C(=O)OCC (E)-ethyl 3-(2-chloropyrimidin-5-yl)acrylate